tert-butyl 4-(3-((1-(4-chlorophenyl)-2-oxo-2-(6-((trifluoromethyl)thio)indolin-1-yl)ethyl)amino)-5-methoxyphenoxy)butanoate ClC1=CC=C(C=C1)C(C(N1CCC2=CC=C(C=C12)SC(F)(F)F)=O)NC=1C=C(OCCCC(=O)OC(C)(C)C)C=C(C1)OC